sodium 1-butyl-3-methylimidazole C(CCC)N1CN(C=C1)C.[Na]